O(C1=CC=CC=C1)C1CCC(CC1)NC=1C2=C(N=CN1)C=CC(=N2)N2CC1(CCN1C(C=C)=O)C2 1-[6-[4-[(4-phenoxycyclohexyl)amino]pyrido[3,2-d]pyrimidin-6-yl]-1,6-diazaspiro[3.3]heptan-1-yl]prop-2-en-1-one